3,5-diethylhydantoin C(C)N1C(NC(C1=O)CC)=O